N1(C=CC=C1)C1=CC(=NC=C1)C(=O)N1C2C(C=3C=C(C=CC13)C)CN(CC2)C (4-(1H-pyrrol-1-yl)pyridin-2-yl)(2,8-dimethyl-1,2,3,4,4a,9b-hexahydro-5H-pyrido[4,3-b]indol-5-yl)methanone